C(#N)C=1C(=NC(=CC1C)C)N1[C@@H](C[C@@H](C1)O)C(=O)N(C=1C=C(C=CC1)C)CC (2S,4S)-1-(3-Cyano-4,6-di-methylpyridin-2-yl)-N-ethyl-4-hydroxy-N-(m-tolyl)pyrrolidine-2-carboxamide